2-(1,4-dioxaspiro[4.5]decan-2-ylmethyl)guanidine sulfate S(=O)(=O)(O)O.O1C(COC12CCCCC2)CN=C(N)N